C(CCCCCCCCCCC)(=O)OOC(CCCCCCCCCCC)=O didodecoyl peroxide